S1CC2NC=NC3=CC=NC1=C23 dihydro-3H-1-thia-3,5,8-triazaacenaphthylene